14-hydroxy-2-methyltetradecan-6-yl Hydrogen Sulfate S(=O)(=O)(OC(CCCC(C)C)CCCCCCCCO)O